N-(4-cyclopentylbenzyl)-6-fluoro-N-methyl-2H-benzopyran-3-carboxamide C1(CCCC1)C1=CC=C(CN(C(=O)C=2COC3=C(C2)C=C(C=C3)F)C)C=C1